6-(3-(6-cyclopropylpyridin-3-yl)-7,8-dihydro-1,6-naphthyridin-6(5H)-yl)-5-methyl-N-(pyridin-4-ylmethyl)nicotinamide C1(CC1)C1=CC=C(C=N1)C=1C=NC=2CCN(CC2C1)C1=NC=C(C(=O)NCC2=CC=NC=C2)C=C1C